3-[3-(1-naphthyloxy)propyl]-1H-indole-2-carboxylate C1(=CC=CC2=CC=CC=C12)OCCCC1=C(NC2=CC=CC=C12)C(=O)[O-]